5-(4-cyano-2-methylphenyl)-2-(3-t-butyl-5-methylphenyl)-3-methylpyrazine C(#N)C1=CC(=C(C=C1)C=1N=C(C(=NC1)C1=CC(=CC(=C1)C)C(C)(C)C)C)C